3-(6-chloro-4-oxobenzo[d][1,2,3]triazin-3(4H)-yl)piperidin-2,6-dione ClC1=CC2=C(N=NN(C2=O)C2C(NC(CC2)=O)=O)C=C1